CC1=C(C(=O)N)C=CC=C1C1=NN(N=C1)C1=CC(=CC=C1)C(C)SC1=NN=CN1C methyl-3-(2-(3-(1-(4-methyl-4H-1,2,4-triazol-3-ylthio)ethyl)phenyl)-2H-1,2,3-triazol-4-yl)benzamide